NC=1N=CC2=C(N1)C1(C(N(C2)C=2C=C(C=CC2C)NC(=O)C2CCC2)=O)CC1 N-(3-(2'-Amino-7'-oxo-5'H-spiro[cyclopropane-1,8'-pyrido[4,3-d]pyrimidine]-6'(7'H)-yl)-4-methylphenyl)cyclobutanecarboxamide